3-(4-((5-aminopentyl)amino)-6-((3-fluorophenyl)amino)-1,3,5-triazin-2-yl)phenol NCCCCCNC1=NC(=NC(=N1)NC1=CC(=CC=C1)F)C=1C=C(C=CC1)O